10H-chromeno[3,2-b]pyridin-10-one N1=C2C(=CC=C1)OC=1C=CC=CC1C2=O